C(CCCCC)[N+]1(CCCCC1)C 1-n-hexyl-1-methylpiperidinium